N-(4,6-bis-propylamino-[1,3,5]triazin-2-yl)-N-methyl-hydroxylamine C(CC)NC1=NC(=NC(=N1)NCCC)N(O)C